NCC=1C(=C(C(=CC1)C(F)(F)F)C1=NC(=CC(N1)=O)CC)F 2-[3-(aminomethyl)-2-fluoro-6-(trifluoromethyl)phenyl]-6-ethylpyrimidin-4(3H)-one